C(C)OCCC=1C=C2NC=3C=CC(=CC3C(C2=CC1)(C)C)C 6-(2-ethoxyethyl)-2,9,9-trimethyl-9,10-dihydroacridine